C1(=CC=CC=C1)[C@H](C)N (S)-1-phenyl-ethan-1-amine